(3R,4R,5R)-5-(hydroxymethyl)piperidine-3,4-diol hydrochloride Cl.OC[C@@H]1[C@H]([C@@H](CNC1)O)O